BrC=1SC(=C2C1OC(=CC2=O)N2CCCCC2)C 7-Bromo-5-methyl-2-(piperidin-1-yl)-4H-thieno[3,4-b]pyran-4-one